FC1=CC2=C(N(C=N2)C(=O)[O-])C=C1F 5,6-difluoro-benzimidazole-1-carboxylate